BrC1=NC(=CC2=CN=CC=C12)N 1-bromo-2,6-naphthyridine-3-amine